2-{3-[(4-methanesulfonyl-2-methoxyphenyl)amino]prop-1-yn-1-yl}-N-[(2R,4S,6S)-2,6-dimethyloxan-4-yl]-1-(2,2,2-trifluoroethyl)-1H-indol-4-amine CS(=O)(=O)C1=CC(=C(C=C1)NCC#CC=1N(C=2C=CC=C(C2C1)NC1C[C@H](O[C@H](C1)C)C)CC(F)(F)F)OC